OCC1=CC=C2CN(C(C2=C1)=O)C1C(NC(CC1)=O)=O 3-(6-(hydroxymethyl)-1-oxoisoindol-2-yl)piperidine-2,6-dione